perfluoro-1,5-hexadiene FC(=C(C(C(C(=C(F)F)F)(F)F)(F)F)F)F